4-(4-amino-6-(6-ethynyl-4-methylpyridin-3-yl)-7-methyl-7H-pyrrolo[2,3-d]pyrimidin-5-yl)-N-cyclobutyl-2-methoxybenzamide NC=1C2=C(N=CN1)N(C(=C2C2=CC(=C(C(=O)NC1CCC1)C=C2)OC)C=2C=NC(=CC2C)C#C)C